N,N-dimethyl-5-(5-(5-(trifluoromethyl)-1,2,4-oxadiazol-3-yl)thiazol-2-yl)-2,5-diazabicyclo[2.2.1]heptane-2-carboxamide CN(C(=O)N1C2CN(C(C1)C2)C=2SC(=CN2)C2=NOC(=N2)C(F)(F)F)C